[Sb]([O-])([O-])([O-])=O.[Na+].[Na+].[Na+] sodium antimonate salt